FC=1C=C(C=CC1)N1C(N(C(C(C1=O)=CC=1OC(=CC1)C)=O)C1=CC(=CC=C1)F)=S 1,3-bis(3-fluorophenyl)-5-((5-methylfuran-2-yl)methylene)-2-thioxodihydropyrimidine-4,6(1H,5H)-dione